CCCCCC1=CC(=C2C3C=C(CC[C@H]3C(OC2=C1)(C)C)C)O (+)-6,6,9-Trimethyl-3-pentyl-6a,7,8,10a-tetrahydro-6H-benzo[c]chromen-1-ol